O\N=C(\N)/C=1C=C(C(=O)OC)C=CC1OC Methyl (E)-3-(N'-hydroxycarbamimidoyl)-4-methoxybenzoate